FC1=CC=C(C=C1)C=1C(C(=CN(C1)C1CN(C1)C)C(=O)O)=O 5-(4-fluorophenyl)-1-(1-methylazetidin-3-yl)-4-oxo-1,4-dihydropyridine-3-carboxylic acid